O[C@H]1[C@@H](O[C@@H]([C@H]1O)CO)N1C2=NC(=NC(=C2N=C1)NCC(C(CO)O)O)SC 4-{9-[(2R,3R,4S,5R)-3,4-Dihydroxy-5-(hydroxymethyl)tetrahydrofur-2-yl]-2-(methylthio)-N-adenineyl}-1,2,3-butanetriol